C(N)(=O)C1=CC(=CS1)NC(=O)C=1C(=NC2=CC=C(C=C2C1)F)N1CC(C(CC1)(F)F)C N-(5-carbamoyl-thiophen-3-yl)-2-(4,4-difluoro-3-methylpiperidin-1-yl)-6-fluoroquinoline-3-carboxamide